O[C@@H]1[C@@H](C[C@@H](CC1)C)C1=CC=C(C(=O)OC)C=C1 |r| racemic-methyl 4-((1S*,2S*,5R*)-2-hydroxy-5-methylcyclohexyl)benzoate